BrC1=NC=CC(=C1)NC(=O)C1OC(C(C1C1=C(C(=C(C=C1)F)F)OC)C)(C(F)(F)F)C N-(2-Bromopyridin-4-yl)-3-(3,4-difluoro-2-methoxyphenyl)-4,5-dimethyl-5-(trifluoromethyl)tetrahydrofuran-2-carboxamide